BrC1=C(C=CC(=C1)OC(F)(F)F)S(=O)(=O)Cl 2-bromo-4-trifluoromethoxybenzenesulfonyl chloride